BrC1=CC(=C(CC2=NC3=C(N2C[C@H]2OCC2)C=C(C=C3OCCOC)C(=O)OC)C=C1F)F Methyl (S)-2-(4-bromo-2,5-difluorobenzyl)-4-(2-methoxy ethoxy)-1-(oxetan-2-ylmethyl)-1H-benzo[d]imidazole-6-carboxylate